2-(2-(4-(2,3-diaminopyridin-4-yl)-1H-pyrazol-1-yl)Oxazol-4-yl)acetonitrile NC1=NC=CC(=C1N)C=1C=NN(C1)C=1OC=C(N1)CC#N